C(#C)C1=CC(N(C=2N=C(N=CC21)NC2=C(C=CC=C2)OC)C2=CC=C(C=C2)NC(CC)=O)=O N-(4-(5-ethynyl-2-((2-methoxyphenyl)amino)-7-oxopyrido[2,3-d]pyrimidin-8(7H)-yl)phenyl)propionamide